4-[[2-(5-chloro-2-hydroxy-phenyl)acetyl]amino]-N-[(1s,2s)-2-hydroxycyclohexyl]pyridine-2-carboxamide ClC=1C=CC(=C(C1)CC(=O)NC1=CC(=NC=C1)C(=O)N[C@@H]1[C@H](CCCC1)O)O